N-(3-bromo-2-methylphenyl)-3-methyl-2,4-dioxo-1,2,3,4-tetrahydropyrimidine-5-carboxamide BrC=1C(=C(C=CC1)NC(=O)C=1C(N(C(NC1)=O)C)=O)C